4-chloro-1-(1-(5-(6-(dimethylamino)pyrazin-2-yl)-1,3,4-thiadiazol-2-yl)ethyl)pyridin ClC1=CCN(C=C1)C(C)C=1SC(=NN1)C1=NC(=CN=C1)N(C)C